4-amino-N-((6-bromo-3-pyridazinyl)methyl)-N-((1R)-1-cyclopropyl-2-methoxyethyl)thieno[2,3-c]quinoline-8-carboxamide NC1=NC=2C=CC(=CC2C2=C1SC=C2)C(=O)N([C@@H](COC)C2CC2)CC=2N=NC(=CC2)Br